O=C1N(C2=C(OC1)C=CC=C2)CCN2C[C@H]1CC[C@@H](C2)N1C(=O)OC(C)(C)C tert-butyl (1R,5S)-3-(2-(3-oxo-2,3-dihydro-4H-benzo[b][1,4]oxazin-4-yl)ethyl)-3,8-diazabicyclo[3.2.1]octane-8-carboxylate